Cl.C(C)(C)(C)OC(CN)=O L-Glycine t-butyl ester hydrochloride